4-(tert-butyl)-N-(4-(cyclopentylcarbamoyl)-3-fluoro-5-(2H-tetrazol-5-yl)phenyl)piperidine C(C)(C)(C)C1CCN(CC1)C1=CC(=C(C(=C1)C=1N=NNN1)C(NC1CCCC1)=O)F